3-(5-(2-(2H-1,2,3-Triazol-2-yl)acetyl)-2-(2,2,2-trifluoroethoxy)phenyl)-2-(chloromethyl)pyrido[2,3-d]pyrimidin-4(3H)-one hydrochloride Cl.N=1N(N=CC1)CC(=O)C=1C=CC(=C(C1)N1C(=NC2=C(C1=O)C=CC=N2)CCl)OCC(F)(F)F